[B]=O.[Co].[Li] lithium cobalt-boron oxide